CS(=O)(=O)N1CCC(CC1)CC1=CC=C(C=C1)NC(OCC1=CC=C(C=C1)Cl)=O 4-chlorobenzyl (4-((1-(methylsulfonyl) piperidin-4-yl)methyl)phenyl)carbamate